OC[C@H](C1=CC=CC=C1)NC1=CC(=NC=C1C(=O)OC)NC1=CC=C2C(=N1)C1(OC2=O)CCCC1 methyl (S)-4-((2-hydroxy-1-phenylethyl) amino)-6-((5'-oxo-5'H-spiro[cyclopentane-1,7'-furo[3,4-b]pyridin]-2'-yl)amino)nicotinate